3-bromo-4-fluoro-2H-indazole-5-carbonitrile BrC=1NN=C2C=CC(=C(C12)F)C#N